N-(2-(4-methyl-4-((methylamino)-methyl)piperidin-1-yl)-5-(trifluoromethyl)phenyl)-5-(pyridin-4-yl)furan-2-carboxamide CC1(CCN(CC1)C1=C(C=C(C=C1)C(F)(F)F)NC(=O)C=1OC(=CC1)C1=CC=NC=C1)CNC